CC1=CC=C(C=C1)C1=CC(=C2C=CC3=C(C=C(C4=CC=C1C2=C34)C3=CC=C(C=C3)C)C3=CC=C(C=C3)C)C3=CC=C(C=C3)C 1,3,6,8-tetra(4-methylphenyl)pyrene